COC1=C(C=C(C=C1)S(=O)(=O)C1=CNC2=CC=C(C=C12)OC)[N+]1(CCN(CC1)C(C(Cl)(Cl)Cl)=O)[O-] 1-(2-methoxy-5-((5-methoxy-1H-indol-3-yl)sulfonyl)phenyl)-4-(2,2,2-trichloroacetyl)piperazine 1-oxide